5-methoxy-3-[6-(3-piperidyl)-2-pyridyl]pyrazolo[1,5-a]pyridine COC1=CC=2N(C=C1)N=CC2C2=NC(=CC=C2)C2CNCCC2